(S)-3,4-dimethyl-2,3,4,5-tetrahydrobenzo[f][1,4]oxazepine-8-carbonitrile C[C@H]1COC2=C(CN1C)C=CC(=C2)C#N